3,6-difluoro-2-hydroxyphenylboronic acid FC=1C(=C(C(=CC1)F)B(O)O)O